4-naphthoxybromopropane C1=CC=C(C2=CC=CC=C12)OC(CC)Br